tert-butyl 6-(4-Fluorophenyl)-3-methyl-3,4-dihydropyridine-1(2H)-carboxylate FC1=CC=C(C=C1)C1=CCC(CN1C(=O)OC(C)(C)C)C